C(CCCCCCCCCCCCCCCCCCC)C1OCCCC1 cosyloxane